4-(tert-butyl)-N-(4-(6-methylpyrid-3-yl)-3-(2H-tetrazol-5-yl)phenyl)piperidine-1-carboxamide C(C)(C)(C)C1CCN(CC1)C(=O)NC1=CC(=C(C=C1)C=1C=NC(=CC1)C)C=1N=NNN1